6-[2-(2-Amino-naphthalen-1-yl)-ethylamino]-pyrimidin NC1=C(C2=CC=CC=C2C=C1)CCNC1=CC=NC=N1